NC=1C=CC(=C2C1OCC21CC1)C(=O)OC methyl 7-amino-2H-spiro[benzofuran-3,1'-cyclopropane]-4-carboxylate